OC1=NC=2C=CC=CC2C2=C1N=CN2CC(C)C 4-hydroxy-1-isobutyl-1H-imidazo[4,5-c]quinoline